C(CCC)OC(=O)C1=C2C(=NC(=N1)N)N(N=C2C2=CC=C(C=C2)OC2=CC=CC=C2)[C@H]2CN(CCC2)C(C=C)=O 1-[(3R)-3-[4-(butoxycarbonyl)-amino-3-(4-phenoxyphenyl)-1H-pyrazolo[3,4-D]pyrimidin-1-yl]-1-piperidinyl]-2-propen-1-one